C(C)(C)(C)OC(=O)N1[C@H](CN([C@@H](C1)C)C(C(=O)OC)C1=NC=C(C=C1)C(F)(F)F)C (2s,5r)-4-(2-methoxy-2-oxo-1-(5-(trifluoromethyl)pyridin-2-yl)ethyl)-2,5-dimethylpiperazine-1-carboxylic acid tert-butyl ester